C[N+](CCCCS(=O)(=O)[O-])(CC=1C(C=2C=CC=C3C=CC=C(C1)C23)=O)C 4-[dimethyl-[(1-oxophenalen-2-yl)methyl]ammonio]butane-1-sulfonate